FC1=C(C=CC(=C1)F)C1=CN(C=2C1=NC=C(C2)C=2C(=NOC2C)C)C2=C(C=C(C(=O)O)C=C2)OC(F)(F)F 4-(3-(2,4-difluorophenyl)-6-(3,5-dimethylisoxazol-4-yl)-1H-pyrrolo[3,2-b]pyridin-1-yl)-3-(trifluoromethoxy)benzoic acid